CN(CCCCO)C 4-(Dimethylamino)butan-1-ol